4-(2-acryloyl-2,6-diazaspiro[3.4]octan-6-yl)-6-(5-methyl-1H-indazol-4-yl)-2-(2-oxo-2-(pyrrolidin-1-yl)ethoxy)pyrimidine-5-carbonitrile C(C=C)(=O)N1CC2(C1)CN(CC2)C2=NC(=NC(=C2C#N)C2=C1C=NNC1=CC=C2C)OCC(N2CCCC2)=O